((2-(3'-(7-cyano-5-((3-(methyl(oxetan-3-yl)amino)azetidin-1-yl)methyl)benzo[d]oxazol-2-yl)-2,2'-dimethyl-[1,1'-biphenyl]-3-yl)-6-(difluoromethoxy)benzo[d]oxazol-5-yl)methyl)-L-proline C(#N)C1=CC(=CC=2N=C(OC21)C=2C(=C(C=CC2)C2=C(C(=CC=C2)C=2OC1=C(N2)C=C(C(=C1)OC(F)F)CN1[C@@H](CCC1)C(=O)O)C)C)CN1CC(C1)N(C1COC1)C